5-bromo-6-methyl-2(1H)pyridinone BrC=1C=CC(NC1C)=O